ClC1=CC=C2C=C(C(NC2=C1)=O)C(=O)O 7-chloro-2-oxo-1,2-dihydroquinoline-3-carboxylic acid